tetra-n-butylphosphonium propionate C(CC)(=O)[O-].C(CCC)[P+](CCCC)(CCCC)CCCC